1-methyl-4-piperidinaldehyde CN1CCC(CC1)C=O